C(CCCCCCC)C1=NC2=C(N1C=1C=C(SC1)C(=O)N)C=CC=C2 4-(2-octyl-1H-benzo[d]imidazol-1-yl)thiophene-2-carboxamide